Butyl-silane C(CCC)[SiH3]